8-(4-fluoro-phenylthio)-2'-O-methyladenosine FC1=CC=C(C=C1)SC=1N([C@H]2[C@H](OC)[C@H](O)[C@@H](CO)O2)C=2N=CN=C(C2N1)N